tert-butyl (3-(3-amino-5-fluorophenoxy)propyl)carbamate NC=1C=C(OCCCNC(OC(C)(C)C)=O)C=C(C1)F